6-chloro-N-[2,5-difluoro-4-(trifluoromethyl)phenyl]-1H-pyrrolo[2,3-b]pyridine-3-sulfonamide ClC1=CC=C2C(=N1)NC=C2S(=O)(=O)NC2=C(C=C(C(=C2)F)C(F)(F)F)F